OC1[C@]2(C3CC([C@]4(C(CCC4C3CCC2=CC(C1)=O)C(CCC(=O)O)C)C)O)C 4-[(2S,15S)-3,16-dihydroxy-2,15-dimethyl-5-oxotetracyclo[8.7.0.02,7.011,15]heptadec-6-en-14-yl]pentanoic acid